C1=C(C=CC2=CC=CC=C12)N(C1=CC=C(C=C1)C=CC1=CC=C(C=C1)N(C1=CC=CC=C1)C1=CC2=CC=CC=C2C=C1)C1=CC=CC=C1 N,N'-di(2-naphthyl)-N,N'-Diphenyl-4,4'-diaminostilbene